N=1C=NN2C1C=C(C=C2)OC2=C(C=C(C=C2)NC2=NC=NN1C2=C(C=C1)C=1CCN(CC1)C(C(=C)F)=O)C 1-(4-(4-((4-([1,2,4]triazolo[1,5-a]pyridin-7-yloxy)-3-methylphenyl)amino)pyrrolo[2,1-f][1,2,4]triazin-5-yl)-3,6-dihydropyridin-1(2H)-yl)-2-fluoroprop-2-en-1-one